(R)-(5-(2-(2-amino-5-fluoropyridin-3-yl)pyrrolidin-1-yl)pyrazolo[1,5-a]pyrimidin-3-yl)(azetidin-1-yl)methanone NC1=NC=C(C=C1[C@@H]1N(CCC1)C1=NC=2N(C=C1)N=CC2C(=O)N2CCC2)F